tert-butyl (4S)-4-[[(R)-tert-butylsulfinyl]amino]-2-Chloro-spiro[4,6-dihydrocyclopenta[d]thiazole-5,4'-piperidine]-1'-carboxylate C(C)(C)(C)[S@@](=O)N[C@@H]1C=2N=C(SC2CC12CCN(CC2)C(=O)OC(C)(C)C)Cl